IC=1C=C(C=CC1OCCC(F)(F)F)C(=O)N1CCN(CC1)C=1OC=2C(=NC(=CC2)C)N1 1-{[3-Iodo-4-(3,3,3-trifluoropropoxy)phenyl]carbonyl}-4-{5-methyl-[1,3]oxazolo[4,5-b]pyridin-2-yl}piperazine